O=C1NC(CCC1N1C(C2=CC=CC(=C2C1)OCCOCCCC1=CC=C(C(=O)NC2C(C(C2(C)C)OC2=CC(=C(C=C2)C#N)Cl)(C)C)C=C1)=O)=O 4-[3-(2-{[2-(2,6-dioxopiperidin-3-yl)-1-oxo-2,3-dihydro-1H-isoindol-4-yl]oxy}ethoxy)propyl]-N-[(1r,3r)-3-(3-chloro-4-cyanophenoxy)-2,2,4,4-tetramethylcyclobutyl]benzamide